3,10-di-tert-butyl-5,12-bis(2,4,6-tricyclohexylphenyl)-5,12-dihydroquino[2,3-b]acridine-7,14-dione C(C)(C)(C)C1=CC=2N(C=3C=C4C(=CC3C(C2C=C1)=O)N(C1=CC(=CC=C1C4=O)C(C)(C)C)C4=C(C=C(C=C4C4CCCCC4)C4CCCCC4)C4CCCCC4)C4=C(C=C(C=C4C4CCCCC4)C4CCCCC4)C4CCCCC4